Cl.C(C)(C)N1N=CC(=C1)C=1C=C2C(=CNC2=CC1)N 5-(1-isopropyl-1H-pyrazol-4-yl)-1H-indol-3-amine hydrogen chloride